6-(4-((2-(hydroxymethyl)-5-(4-methyl-1-oxo-1,3-dihydroisobenzofuran-5-yl)piperazin-1-yl)methyl)-1H-pyrazol-1-yl)-4-methylpyridine-3-carbonitrile OCC1N(CC(NC1)C=1C(=C2COC(C2=CC1)=O)C)CC=1C=NN(C1)C1=CC(=C(C=N1)C#N)C